(Z)-2-cyano-N-(4-cyano-2-methylphenyl)-3-hydroxy-3-(5-methylisoxazol-4-yl)acrylamide C(#N)/C(/C(=O)NC1=C(C=C(C=C1)C#N)C)=C(\C=1C=NOC1C)/O